C(C)(C)NC(O[C@H]1C[C@H](CC1)C=1NN=C(C1)NC(NC1=CC(=C(C=C1)O)C=O)=O)=O (1R,3S)-3-(5-{[(3-formyl-4-hydroxyphenyl) carbamoyl]amino}-2H-pyrazol-3-yl)cyclopentyl N-isopropylcarbamate